C1(CC1)C=1C=NC(=NC1)N1C(CC(=CC1)CC(=O)[O-])C 2-(1-(5-cyclopropylpyrimidin-2-yl)-Methyl 1,2,3,6-tetrahydropyridin-4-yl)acetate